3-(4-nitrophenyl)propan-1-amine hydrochloride Cl.[N+](=O)([O-])C1=CC=C(C=C1)CCCN